C(C)(=O)ON=C(C1=CC(=CC=C1)CC(C=1SC=CN1)NS(=O)(=O)C1=CC(=CC=C1)NC(CCNC(=O)OC(C)(C)C)=O)N [[amino-[3-[2-[[3-[3-(tert-butoxycarbonylamino) propanoylamino]phenyl]sulfonylamino]-2-thiazol-2-yl-ethyl]phenyl]methylene]amino] acetate